4-(didecylamino)cyclohexanone ethyl-octanoate C(C)OC(CCCCCCC)=O.C(CCCCCCCCC)N(C1CCC(CC1)=O)CCCCCCCCCC